F[C@H]1[C@@H](CNC1)NC=1C=C2CN3[C@@H](C2=CC1)CN(C[C@H]3C)C3=C1C=CC=NC1=C(C=C3)C#N 5-[(4R,10bS)-8-[[(3R,4R)-4-fluoropyrrolidin-3-yl]amino]-4-methyl-3,4,6,10b-tetrahydro-1H-pyrazino[2,1-a]isoindol-2-yl]quinoline-8-carbonitrile